NC1=C(C(=NC=2N1N=C(C2Cl)C)NCCC2=NN(CC2)CCO)C#N 7-amino-3-chloro-5-((2-(1-(2-hydroxyethyl)-4,5-dihydro-1H-pyrazol-3-yl)ethyl)amino)-2-methylpyrazolo[1,5-a]pyrimidine-6-carbonitrile